CC1(OCCO1)CC[C@@H](CO)O (S)-4-(2-methyl-1,3-dioxolan-2-yl)butane-1,2-diol